FC=1C=C2C(=C(C=NC2=CC1)C(=O)N1C[C@H](N(CC1)S(=O)(=O)C)C)N1CCC(CC1)(C#N)C (R)-1-(6-fluoro-3-(3-methyl-4-(methylsulfonyl)piperazine-1-carbonyl)quinolin-4-yl)-4-methylpiperidine-4-carbonitrile